2-(2,6-Dioxopiperidin-3-yl)-4-((2-(2-(3-(4-(4-(5-(2-Fluoro-6-methoxyphenyl)-1H-pyrazolo[4,3-d]pyrimidin-3-yl)phenyl)piperazin-1-yl)-3-oxopropoxy)ethoxy)ethyl)amino)isoindolin-1,3-dion O=C1NC(CCC1N1C(C2=CC=CC(=C2C1=O)NCCOCCOCCC(=O)N1CCN(CC1)C1=CC=C(C=C1)C1=NNC2=C1N=C(N=C2)C2=C(C=CC=C2OC)F)=O)=O